2,2-dimethyl-4-oxobutanoic acid (S)-methyl ester COC(C(CC=O)(C)C)=O